C(C=C)C=1C=C(CC(C#N)C)C=CC1 3-allylbenzylpropionitrile